(2-((benzo[d]thiazol-2-ylsulfonyl)methyl)pyrimidin-5-yl)carbamic acid tert-butyl ester C(C)(C)(C)OC(NC=1C=NC(=NC1)CS(=O)(=O)C=1SC2=C(N1)C=CC=C2)=O